1-(4-vinylphenyl)-1-mercaptoethane C(=C)C1=CC=C(C=C1)C(C)S